(6R,9R)-9-(4-bromophenyl)-6-methyl-1,4-dioxa-8-azaspiro[4.5]decane BrC1=CC=C(C=C1)[C@@H]1NC[C@H](C2(OCCO2)C1)C